C(#N)C1(CN(CCC1)C(=O)OC(C)(C)C)CN1C(C2=CC=CC=C2C1=O)=O tert-Butyl 3-Cyano-3-[(1,3-dioxoisoindolin-2-yl)methyl]piperidine-1-carboxylate